1-(hydroxyethyloxy)ethylene OCCOC=C